C(C)(C)(C)OC(=O)N1C=CC2=C(C(=CC(=C12)C)OC)CN1[C@@H](C[C@H](CC1)N1N=CC(=C1)C#N)C1=CC=C(C(=O)O)C=C1 4-((2s,4s)-1-((1-(tert-butoxycarbonyl)-5-methoxy-7-methyl-1H-indol-4-yl)methyl)-4-(4-cyano-1H-pyrazol-1-yl)piperidin-2-yl)benzoic acid